6-(1-(5-(4-chloro-1-methyl-6-oxo-1,6-dihydropyridin-3-yl)-7-(2-((2-methoxyethyl)(methyl)amino)ethyl)-1-oxo-3,4-dihydroisoquinolin-2(1H)-yl)ethyl)-4-ethoxynicotinonitrile ClC=1C(=CN(C(C1)=O)C)C1=C2CCN(C(C2=CC(=C1)CCN(C)CCOC)=O)C(C)C1=NC=C(C#N)C(=C1)OCC